N-methylcyclopentan-amine CNC1CCCC1